ClC1=CC=C(C=C1)C1=N[C@H](C=2N(C3=C1C(=C(S3)C)C)C(=NN2)C)CC(=O)N2CCC(CC2)C(=O)NC2=CC(=C(C(=O)OC)C=C2)I methyl (S)-4-(1-(2-(4-(4-chlorophenyl)-2,3,9-trimethyl-6H-thieno[3,2-f][1,2,4]triazolo[4,3-a][1,4]diazepin-6-yl)acetyl)piperidine-4-carboxamido)-2-iodobenzoate